C(C)(C)(C)N N-tert-Butylamin